C1C[C@H]([C@H]2[C@@H]([C@@H]1CC(=O)C(=O)[O-])O2)O The molecule is a 2-oxo monocarboxylic acid anion that is the conjugate base of 3-[(1R,2S,5R,6S)-5-hydroxy-7-oxabicyclo[4.1.0]heptan-2-yl]pyruvic acid, obtained by deprotonation of the carboxy group; major species at pH 7.3. It has a role as a bacterial metabolite. It is a conjugate base of a 3-[(1R,2S,5R,6S)-5-hydroxy-7-oxabicyclo[4.1.0]heptan-2-yl]pyruvic acid.